tetrahydrofuran-4,4-dicarboxylic acid O1CCC(C1)(C(=O)O)C(=O)O